sodium dihydro-bis-(2-methoxyethoxy) aluminate COCCO[Al-]OCCOC.[Na+]